COC1=CC=C(CNC(=O)NC2CC3(C2)CC(C3)CC3=C(C=CC=C3)C)C=C1 1-(4-methoxybenzyl)-3-(6-(2-methylbenzyl)spiro[3.3]hept-2-yl)urea